FC1=C2C(C(N(C2=C(C=C1C(F)(F)F)F)CC(=O)N[C@@H]([C@@H](CC(=O)O)C)C)=O)(C)C.CC(C)(C)[S@](=O)N[C@@H](CC)C1=CC=C(C=C1)OC(F)(F)F (S)-2-methyl-N-((S)-1-(4-(trifluoromethoxy)phenyl)propyl)propane-2-sulfinamide (3r,4r)-4-(2-(4,7-difluoro-3,3-dimethyl-2-oxo-5-(trifluoromethyl)indol-1-yl)acetamido)-3-methylpentanoate